C(C)(=O)OO Acetic acid hydroperoxide